C(#N)C1=CC=C(C=C1)C1SC=CN1[C@H](C(=O)N[C@H](C(C=1SC=CN1)O)CCC1=CC=C(C=C1)F)CCC(C)O 2-(4-cyanophenyl)-N-((2S)-1-(((2S)-4-(4-fluorophenyl)-1-hydroxy-1-(thiazol-2-yl)butan-2-yl)amino)-5-hydroxy-1-oxohexan-2-yl)thiazole